ClC1=NC=C(C(=C1)N[C@H](CCOC1=C(C=NN1C)C1=NC=C(C(=N1)N)C)C)C#CC=1C=NN(C1)C (S)-2-(5-(3-((2-chloro-5-((1-methyl-1H-pyrazol-4-yl)ethynyl)pyridin-4-yl)amino)butoxy)-1-methyl-1H-pyrazol-4-yl)-5-methylpyrimidin-4-amine